7-methyl-3,4-dihydroquinoxalin-2(1H)-one CC1=CC=C2NCC(NC2=C1)=O